tert-butyl 3-(((3-methoxyphenyl)(6-methoxypyridin-2-yl)methyl)carbamoyl)piperidine-1-carboxylate COC=1C=C(C=CC1)C(C1=NC(=CC=C1)OC)NC(=O)C1CN(CCC1)C(=O)OC(C)(C)C